FC1=C2NC(C=3N(C2=CC=C1CN1[C@@H]([C@H](C1)OC=1C=CC(=NC1)C(=O)NC)C)N=CC3)=O 5-{[(2r,3s)-1-({6-fluoro-4-oxo-5H-pyrazolo[1,5-a]quinoxalin-7-yl}methyl)-2-methylazetidin-3-yl]oxy}-N-methylpyridine-2-carboxamide